2H-3,3-benzoxazin-4-one C1NCC(C2=C1C=CC=C2)=O